C(C1=CC=CC=C1)N1C=NC=C1CN1CC(N(CC1CCCC)C1=CC(=CC=C1)OC(F)(F)F)=O 4-((1-Benzyl-1H-imidazol-5-yl)methyl)-5-butyl-1-(3-(trifluoromethoxy)phenyl)piperazin-2-one